CN(C(CC=1C=NC(=NC1)NC=1SC(=CN1)C1=NC(=NC=C1)OC1CNC(CC1)=O)=O)C N,N-dimethyl-2-{2-[(5-{2-[(6-oxopiperidin-3-yl)oxy]pyrimidin-4-yl}-1,3-thiazol-2-yl)amino]pyrimidin-5-yl}acetamide